C(C)(C)(C)OC(=O)N1C(C[C@H](C1)F)CCC=C (4R)-2-(but-3-en-1-yl)-4-fluoropyrrolidine-1-carboxylic acid tert-butyl ester